N-[1-[5-chloro-2-[(1-methylpyrazol-4-yl)amino]pyrimidin-4-yl]-4-methyl-indol-5-yl]prop-2-enamide ClC=1C(=NC(=NC1)NC=1C=NN(C1)C)N1C=CC2=C(C(=CC=C12)NC(C=C)=O)C